OC(C)CC(CCCCCCCCCCC)OCC(=O)C1=CC=CC=C1 2-hydroxy-4-pentadecyloxy-acetophenone